SCC(C(=O)NC=1SC=C(N1)C(=O)O)CC1=CC=CC=C1 2-(2-mercaptomethyl-3-phenylpropionylamino)thiazol-4-yl-carboxylic acid